C(=C)C1=CN(C=2N=NC(=CC21)C2=C(C=C(C=C2C)C(F)(F)F)OCOC)C2CC(C2)(O)C (1s,3s)-3-{5-ethenyl-3-[2-(methoxymethoxy)-6-methyl-4-(trifluoromethyl)phenyl]-7H-pyrrolo[2,3-c]pyridazin-7-yl}-1-methylcyclobutanol